(5S,8S)-1-(9H-fluorene-9-yl)-5,8-dimethyl-3,6,9,12-tetraoxo-2-oxo-4,7,10,13-tetraazatetradecane-14-yl acetate C(C)(=O)OCNC(CNC([C@@H](NC([C@@H](NC(C(CC1C2=CC=CC=C2C=2C=CC=CC12)=O)=O)C)=O)C)=O)=O